5-(1-(3-methoxycyclobutyl)-1H-pyrazol-4-yl)-3-(6-methoxypyridin-3-yl)-1H-pyrrolo[2,3-b]pyridine COC1CC(C1)N1N=CC(=C1)C=1C=C2C(=NC1)NC=C2C=2C=NC(=CC2)OC